C(C)(=O)OCC[Si](Cl)(Cl)Cl acetoxyethyl-trichlorosilane